C1(CC1)CN1C(N(CC12CCC(CC2)(C2=CC(=CC=C2)F)N(C)C)C2=NC=C(C=C2)S(=O)(=O)C)=O 1-(cyclopropyl-methyl)-8-dimethylamino-8-(3-fluorophenyl)-3-(5-methylsulfonyl-pyridin-2-yl)-1,3-diazaspiro[4.5]decan-2-one